C(C)(C)(C)OC(=O)N1C[C@@H](CCC1)OC1=NC=C(C=C1)I (R)-3-((5-iodopyridin-2-yl)oxy)piperidine-1-carboxylic acid tert-butyl ester